FC1=C(C(=CC(=C1)CN1C(NC=2C=NC=3N=C(C=CC3C21)OC)=O)F)S(=O)(=O)N 2,6-difluoro-4-((7-methoxy-2-oxo-2,3-dihydro-1H-imidazo[4,5-c][1,8]naphthyridin-1-yl)methyl)benzenesulfonamide